(2-chlorophenyl)-[1-hydroxy-6-(3-methylsulfanylphenyl)-2,3,1-benzodiazaborinin-2-yl]methanone ClC1=C(C=CC=C1)C(=O)N1B(C2=C(C=N1)C=C(C=C2)C2=CC(=CC=C2)SC)O